NC(=O)N[C@@H](CC1=CNC2=CC=CC=C12)C(=O)O |r| N-(aminocarbonyl)-DL-tryptophan